4-[[5-(4-chloro-2-fluoro-anilino)-4-fluoro-3-pyridyl]methyl]-N-[(2,4-dimethoxyphenyl)methyl]-3-fluoro-pyridin-2-amine ClC1=CC(=C(NC=2C(=C(C=NC2)CC2=C(C(=NC=C2)NCC2=C(C=C(C=C2)OC)OC)F)F)C=C1)F